C(=CCC)C1OC(=O)C2=CC=CC=C12 n-Butenyl-Phthalide